Methyl((6-((R)-3-methylmorpholino)-2-(1H-pyrrolo[2,3-c]-pyridin-4-yl)pyrimidin-4-yl)imino)(oxetan-3-yl)-λ6-sulfanone CS(=O)(C1COC1)=NC1=NC(=NC(=C1)N1[C@@H](COCC1)C)C1=C2C(=CN=C1)NC=C2